Cl.ClC=1C=C(CN2C(C3=CC(=C(C=C3C2)C(=O)NC[C@H]([C@H]2NCC3=CC=CC=C3C2)O)OCC)=O)C=CC1 2-(3-chlorobenzyl)-6-ethoxy-N-((R)-2-hydroxy-2-((S)-1,2,3,4-tetrahydroisoquinolin-3-yl)ethyl)-1-oxoisoindoline-5-carboxamide hydrochloride